N-(3-(1H-benzo[d]imidazol-1-yl)propyl)-4-butoxybenzenesulfonamide N1(C=NC2=C1C=CC=C2)CCCNS(=O)(=O)C2=CC=C(C=C2)OCCCC